N,N-dibenzyl-1,4-dioxaspiro[4.5]decane-8-amine C(C1=CC=CC=C1)N(C1CCC2(OCCO2)CC1)CC1=CC=CC=C1